C(CCCCCCCCCCCCCCCCC)NC(OC(COC(NCCCCCCCCCCCCCCCCCC)=O)C1OC(C(=C1O)O)=O)=O 10-1-(3,4-dihydroxy-5-oxo-2,5-dihydrofuran-2-yl)ethane-1,2-diyl bis(octadecylcarbamate)